C1C=CC2=C1C=CC1=C3C=CC=CC3=CC=C21 1H-cyclopenta[1,2-i]phenanthrene